O=C1NC(CCC1N1C(C2=CC=C(C=C2C1)CC(=O)O)=O)=O 2-(2-(2,6-dioxopiperidin-3-yl)-1-oxoisoindolin-5-yl)acetic acid